7,8-dichloro-N-(2,2-difluorobenzo[d][1,3]dioxol-5-yl)-quinolin-2-amine ClC1=CC=C2C=CC(=NC2=C1Cl)NC1=CC2=C(OC(O2)(F)F)C=C1